Cl[C@]12[C@H](C[C@@]3([C@]([C@@H](C[C@H]3[C@@H]1CCC1=CC(C=C[C@]21C)=O)C)(C(CCl)=O)OC(=O)C=2OC=CC2)C)O [(8S,9R,10S,11S,13S,14S,16R,17R)-9-chloro-17-(2-chloroacetyl)-11-hydroxy-10,13,16-trimethyl-3-oxo-6,7,8,11,12,14,15,16-octahydrocyclopenta[a]phenanthren-17-yl]furan-2-carboxylate